ClC1=C(N=C(S1)NS(=O)(=O)C1=C(C=C(C=N1)NC(C)=O)C)C1=CC(=C(C=C1)Cl)F N-(6-(N-(5-chloro-4-(4-chloro-3-fluorophenyl)thiazol-2-yl)sulfamoyl)-5-methylpyridin-3-yl)acetamide